4-(7-((2,4-dimethoxybenzyl)amino)-3-(1,4-dioxaspiro[4.5]dec-7-en-8-yl)-1H-pyrazolo[4,3-d]pyrimidin-1-yl)-N-(4-(trifluoromethyl)pyridin-2-yl)benzamide COC1=C(CNC=2C3=C(N=CN2)C(=NN3C3=CC=C(C(=O)NC2=NC=CC(=C2)C(F)(F)F)C=C3)C3=CCC2(OCCO2)CC3)C=CC(=C1)OC